2-[2-chloro-4-(methylsulfonyl)-3-(morpholin-4-ylmethyl)-benzoyl]-3-hydroxycyclohex-2-en-1-one, 1-(2-carboxyethyl)-4-(pyrimidin-2-yl)pyridazin-1-ium salt C(=O)(O)CC[N+]1=NC=C(C=C1)C1=NC=CC=N1.ClC1=C(C(=O)C=2C(CCCC2O)=O)C=CC(=C1CN1CCOCC1)S(=O)(=O)C